C1(CCCCC1)C[C@@H](C(=O)N[C@H](C(O)P(=O)(OCC)OCC)CCC(=O)N(CCC1=CC=CC=C1)CC)NC(OCC1=CC(=CC=C1)Cl)=O 3-Chlorobenzyl ((2S)-3-cyclohexyl-1-(((2S)-1-(diethoxyphosphoryl)-5-(ethyl(phenethyl)amino)-1-hydroxy-5-oxopentan-2-yl)amino)-1-oxopropan-2-yl)carbamate